C1=CC(=CC(=C1)Cl)S(=O)(=O)C2=CC(=CC=C2)Cl Dichlorodiphenyl sulfone